[(2R,3R,4S,5S)-4-acetoxy-2-(2,4-dioxopyrimidin-1-yl)-5-fluoro-5-(hydroxymethyl)tetrahydrofuran-3-yl] acetate C(C)(=O)O[C@H]1[C@@H](O[C@@]([C@H]1OC(C)=O)(CO)F)N1C(NC(C=C1)=O)=O